N-di(3-aminopropyl)ethylethylamine NCCCC(CNCC)CCCN